3-(2-(ethyl (propyl) amino) ethyl)-1H-indol-5-yl isobutyrate C(C(C)C)(=O)OC=1C=C2C(=CNC2=CC1)CCN(CCC)CC